BrC=1C=CC2=C(C(=NCC=3N2C(=NN3)C=3N=NC=CC3)C3=C(C=CC=C3F)F)C1Cl 8-bromo-7-chloro-6-(2,6-difluorophenyl)-1-pyridazin-3-yl-4H-[1,2,4]triazolo[4,3-a][1,4]benzodiazepine